(E)-3-(4-(((1-(3-Cyano-4-(4-cyano-3-fluorophenyl)-5-(3-hydroxy-4-(2-hydroxy-2-methylpropoxy)phenyl)pyridin-2-yl)piperidin-4-yl)amino)methyl)phenyl)-N-hydroxybut-2-enamide hydrochloride Cl.C(#N)C=1C(=NC=C(C1C1=CC(=C(C=C1)C#N)F)C1=CC(=C(C=C1)OCC(C)(C)O)O)N1CCC(CC1)NCC1=CC=C(C=C1)/C(=C/C(=O)NO)/C